5-sulfamoylthiophene-3-sulfonyl chloride S(N)(=O)(=O)C1=CC(=CS1)S(=O)(=O)Cl